FC(C1=CC(=NC=C1C1=NC(=NC(=N1)N1C2COCC1COC2)N2C1COCC2CCC1)N)F 4-(difluoromethyl)-5-[4-(3,7-dioxa-9-azabicyclo[3.3.1]nonan-9-yl)-6-(3-oxa-9-azabicyclo[3.3.1]nonan-9-yl)-1,3,5-triazin-2-yl]pyridin-2-amine